1-(bis(acryloyloxy)methyl)ethylisocyanate C(C=C)(=O)OC(C(C)N=C=O)OC(C=C)=O